1-(4-(3-bromopropyloxy)phenyl)-3-(4-methoxyphenyl)-2-propen-1-one BrCCCOC1=CC=C(C=C1)C(C=CC1=CC=C(C=C1)OC)=O